C(#N)C12C(C=CC(CC1)C2)=O cyanobicyclo[3.2.1]-3-octen-2-one